(Z)-N'-ethoxy-6-(5-methyl-3-phenyl-1H-pyrazol-1-yl)-5-(N-methylsulfamoyl)methylpyridineamidine C(C)O\N=C(/N)\C1=NC(=C(C=C1)CS(NC)(=O)=O)N1N=C(C=C1C)C1=CC=CC=C1